C(C)(SC1CCC(CCC1)NC(=O)OC(C)(C)C)=O S-(4-((tert-Butoxycarbonyl)amino)cycloheptyl) ethanethioate